4-[4-(Prop-2-yl)phenyl]piperidine-1-carboxylic acid tert-butyl ester C(C)(C)(C)OC(=O)N1CCC(CC1)C1=CC=C(C=C1)C(C)C